Cl.NC1=CC(=C(C(N)=N)C=C1N)F 4,5-diamino-2-fluorobenzimidamide hydrochloride